pentynic anhydride C(C#CCC)(=O)OC(C#CCC)=O